(3,4-dihydroxyphenyl)-3'-(4-(dimethylamino)benzoyl)-1'-methylspiro[indoline-3,2'-pyrrolidin]-2-one OC=1C=C(C=CC1O)C1(C2(N(CC1)C)C(NC1=CC=CC=C12)=O)C(C1=CC=C(C=C1)N(C)C)=O